CN(C1(CCC2(CN(C(N2CC2(CCC2)O)=O)CCC(=O)NC2COC2)CC1)C1=CC=CC=C1)C 3-[8-Dimethylamino-1-[(1-hydroxy-cyclobutyl)-methyl]-2-oxo-8-phenyl-1,3-diazaspiro[4.5]decan-3-yl]-N-(oxetan-3-yl)-propionamide